N-(4-(5-(2-(4-Fluoropiperidin-1-yl)-6-methylpyridin-4-yl)-1,3,4-thiadiazol-2-yl)-3-(6-azaspiro[2.5]octan-6-yl)phenyl)-2-hydroxyethane-1-sulfonamide FC1CCN(CC1)C1=NC(=CC(=C1)C1=NN=C(S1)C1=C(C=C(C=C1)NS(=O)(=O)CCO)N1CCC2(CC2)CC1)C